BrC1=CC=C(S1)C=1N(C(C2=C(N(C(C21)=O)CCOCCOCCOCCOCCOC)C=2SC(=CC2)Br)=O)CCOCCOCCOCCOCCOC 3,6-bis(5-bromothiophen-2-yl)-2,5-di(2,5,8,11,14-pentaoxahexadecan-16-yl)-2,5-dihydropyrrolo[3,4-c]pyrrole-1,4-dione